ClC1=CC=C(C(=O)SC(C2=CC=C(C=C2)Cl)=O)C=C1 p-chlorobenzoyl sulfide